2,6-difluorophenyl-7-methyl-1-(tritritiomethyl)-3H-1,4-benzodiazepin-2-one FC1=C(C(=CC=C1)F)C1C(N(C2=C(C=N1)C=C(C=C2)C)C([3H])([3H])[3H])=O